2-(1-(4-((3-chlorobenzyl)amino)-6-(3,5-dimethylisoxazol-4-yl)quinazolin-2-yl)piperidin-4-yl)ethanol ClC=1C=C(CNC2=NC(=NC3=CC=C(C=C23)C=2C(=NOC2C)C)N2CCC(CC2)CCO)C=CC1